N=1N=CN2C1C=C(C=C2)C(=O)N [1,2,4]triazolo[4,3-a]pyridine-7-carboxamide